NC1=NN2C=3C1=C(C(=CC3C3=CC=CC=C3C2=O)NC(C2=CC(=CC(=C2)C(F)(F)F)F)=O)OC2=C(C=CC(=C2)F)Cl N-(4-amino-3-(2-chloro-5-fluorophenoxy)-7-oxo-7H-pyrazolo[4,5,1-de]phenanthridin-2-yl)-3-fluoro-5-(trifluoromethyl)benzamide